ethylene glycol di-pentadecanoate C(CCCCCCCCCCCCCC)(=O)OCCOC(CCCCCCCCCCCCCC)=O